2,4-Dibromo-3-((2-hydroxyethyl)thio)-6-methylphenazin-1-ol BrC1=C(C2=NC3=CC=CC(=C3N=C2C(=C1SCCO)Br)C)O